methyl ((5-methyl-2-(pent-4-en-1-yl)imidazo[1,2-a]pyridin-8-yl)sulfonyl)-L-prolinate CC1=CC=C(C=2N1C=C(N2)CCCC=C)S(=O)(=O)N2[C@@H](CCC2)C(=O)OC